FC=1C(=NC(=NC1)NC1=CC=C(C=C1)C(=O)N1C[C@H](CC1)NC)C=1N(C(=NC1)C)C(C)C [4-[[5-fluoro-4-(3-isopropyl-2-methyl-imidazol-4-yl)pyrimidin-2-yl]amino]phenyl]-[(3S)-3-(methylamino)pyrrolidin-1-yl]methanone